2-Pentyl-5,6-dichlorobenzimidazole C(CCCC)C=1NC2=C(N1)C=C(C(=C2)Cl)Cl